1-(3-bromo-4-fluorophenyl)ethanone BrC=1C=C(C=CC1F)C(C)=O